CNS(=O)(=O)C=1C=NC(=C(C1)C=1N=CN(C1)C)NCC1=CC(=CC=C1)S(F)(F)(F)(F)F N-methyl-5-(1-methyl-1H-imidazol-4-yl)-6-((3-(pentafluoro-lambda6-sulfanyl)benzyl)amino)pyridine-3-sulfonamide